ClC1=CC2=C(N(C(N=C2N2[C@H](CN(CC2)C(C=C)=O)C(F)(F)F)=O)C=2C(=NC=CC2C)C(C)C)N=C1C1=C(C=CC=C1)F (M)-6-chloro-7-(2-fluorophenyl)-1-(4-methyl-2-(2-propanyl)-3-pyridinyl)-4-((2R)-4-(2-propenoyl)-2-(trifluoromethyl)-1-piperazinyl)pyrido[2,3-d]pyrimidin-2(1H)-one